dimethylethoxymethylimidazolidine CC1(N(CCN1)COCC)C